6'-(((1S,3S)-3-((5-(difluoromethoxy)pyrimidin-2-yl)-amino)cyclopentyl)amino)-2-oxo-2H-[1,3'-bipyridine]-4-carboxylic acid ethyl ester C(C)OC(=O)C1=CC(N(C=C1)C=1C=NC(=CC1)N[C@@H]1C[C@H](CC1)NC1=NC=C(C=N1)OC(F)F)=O